CC=1C=C(C(=O)OCCCCCC)C=C(C1)C hexyl 3,5-dimethylbenzoate